2-Methyl-5-(3-(trifluoromethoxy)phenyl)-N-(3-(3,3,3-trifluoro-2-hydroxy-2-methylpropyl)-1,2,4-Thiadiazol-5-yl)furan-3-carboxamide CC=1OC(=CC1C(=O)NC1=NC(=NS1)CC(C(F)(F)F)(C)O)C1=CC(=CC=C1)OC(F)(F)F